8-(5-Fluoro-3-prop-1-ynyl-1H-indol-7-yl)-1,4,4,6-tetramethyl-9-(trifluoromethyl)-5H-[1,2,4]triazolo[4,3-a]quinoxaline FC=1C=C2C(=CNC2=C(C1)C1=CC(=C2NC(C=3N(C2=C1C(F)(F)F)C(=NN3)C)(C)C)C)C#CC